F[C@@H]1[C@@H]([C@]2(CN[C@@]1(CC2)C)C)N(C2=CC=C(N=N2)C2=C(C=C(C=C2)N2C=NC=C2)O)C 2-(6-(((1R,4R,5R,6R)-6-fluoro-1,4-dimethyl-2-azabicyclo[2.2.2]octan-5-yl)(methyl)amino)pyridazin-3-yl)-5-(1H-imidazol-1-yl)phenol